6-((3R,5R)-3,4,5-tris(3-((9-(((2R,3R,4R,5R,6R)-3-acetamido-4,5-diacetoxy-6-(acetoxymethyl)tetrahydro-2H-pyran-2-yl)oxy)nonyl)amino)-3-oxopropoxy)cyclohexane-1-carboxamido)hexanoic acid C(C)(=O)N[C@H]1[C@@H](O[C@@H]([C@@H]([C@@H]1OC(C)=O)OC(C)=O)COC(C)=O)OCCCCCCCCCNC(CCO[C@@H]1CC(C[C@H](C1OCCC(NCCCCCCCCCO[C@@H]1O[C@@H]([C@@H]([C@@H]([C@H]1NC(C)=O)OC(C)=O)OC(C)=O)COC(C)=O)=O)OCCC(NCCCCCCCCCO[C@@H]1O[C@@H]([C@@H]([C@@H]([C@H]1NC(C)=O)OC(C)=O)OC(C)=O)COC(C)=O)=O)C(=O)NCCCCCC(=O)O)=O